1-(7-(4-((4-([1,2,4]triazolo[1,5-a]pyridin-7-yloxy)-2-fluoro-3-methylphenyl)amino)pyrido[3,2-d]pyrimidin-6-yl)-4,7-diazaspiro[2.5]octan-4-yl)but-2-yn-1-one N=1C=NN2C1C=C(C=C2)OC2=C(C(=C(C=C2)NC=2C1=C(N=CN2)C=CC(=N1)N1CCN(C2(CC2)C1)C(C#CC)=O)F)C